ClC1(C[Si](C1)=[Zr](C1C(=CC2=C(C(=C(C=C12)C)C)C1=CC=CC=C1)C=1OC(=CC1)C)C1C(=CC2=C(C(=C(C=C12)C)C)C1=CC=CC=C1)C=1OC(=CC1)C)Cl Dichlorosilacyclobutylidenebis[2-(5-methyl-2-furyl)-4-phenyl-5,6-dimethyl-1-indenyl]-zirconium